1-(4-fluorobenzyl)-1,3,5-triazine-2,4-dione FC1=CC=C(CN2C(NC(N=C2)=O)=O)C=C1